n-amyl-4-cyanobiphenyl C(CCCC)C1=C(C=CC(=C1)C#N)C1=CC=CC=C1